NC=1C=C(OC2CC3CC[C@H]4[C@@H]5CC[C@H]([C@@H](CCCC(C)C)C)[C@]5(CC[C@@H]4[C@]3(CC2)C)C)C=C(C1)N 3-(3,5-diaminophenoxy)cholestane